O1C(COCC1)CCS(=O)(=O)Cl 2-(1,4-dioxan-2-yl)-ethanesulfonyl chloride